N1C=C(C2=CC=CC=C12)CCC1N(CCC=2C=C3C(=CC12)OCO3)CC3CCCCC3 5-(2-(1H-indol-3-yl)ethyl)-6-(cyclohexylmethyl)-5,6,7,8-tetrahydro-[1,3]dioxolo[4,5-g]isoquinoline